C(\C=C\C=C\C(=O)O)(=O)O (2E,4E)-hex-2,4-dienedioic acid